4-((7-bromo-6-iodoisoquinolin-3-yl)amino)-2-methylbutan-2-ol BrC1=C(C=C2C=C(N=CC2=C1)NCCC(C)(O)C)I